C1CC12CNCCC2C#N 5-aza-spiro[2.5]octane-8-carbonitrile